CC1=NC(=CC(=C1)OCCNC([C@H](C)N(C(C=C)=O)C)=O)NC=1SC(=CN1)C1=CC=CC=C1 (2S)-N-[2-[[2-methyl-6-[(5-phenylthiazol-2-yl)amino]-4-pyridyl]oxy]ethyl]-2-[methyl(prop-2-enoyl)amino]propanamide